5-[(7R,8R)-3-(benzyloxy)-7-(dibenzylamino)-1-fluoro-8-hydroxy-5,6,7,8-tetrahydronaphthalen-2-yl]-1λ6,2,5-thiadiazolidine-1,1,3-trione C(C1=CC=CC=C1)OC=1C(=C(C=2[C@H]([C@@H](CCC2C1)N(CC1=CC=CC=C1)CC1=CC=CC=C1)O)F)N1CC(NS1(=O)=O)=O